C(C)(C)(C)OC(=O)N1CCC2(CC(C2C=2C(=NOC2C2CC2)C2=C(C=CC=C2Cl)Cl)O)CC1 (5-cyclopropyl-3-(2,6-dichlorophenyl)isoxazol-4-yl)-2-hydroxy-7-azaspiro[3.5]nonane-7-carboxylic acid tert-butyl ester